CC1(CC(CC1)NC1=C(C=CC=C1)NS(=O)(=O)C1=CC=C(C=C1)S(=O)(=O)N(C)C)C N1-(2-((3,3-dimethyl-cyclopentyl)amino)phenyl)-N4,N4-dimethylbenzene-1,4-disulfonamide